(10-((2-(2,6-dioxopiperidin-3-yl)-1,3-dioxoisoindol-4-yl)amino)decyl)-1-(ethylaminomethylsulfanyl)-4-(4-fluorophenyl)pyrrolidine-3-carboxamide O=C1NC(CCC1N1C(C2=CC=CC(=C2C1=O)NCCCCCCCCCCC1N(CC(C1C(=O)N)C1=CC=C(C=C1)F)SCNCC)=O)=O